FC=1C=C(C(=CC1)N)N 4-fluorobenzene-1,2-diamine